trans-4-[(4-chloro-6-[(1-methyl-1H-imidazol-4-yl)amino]pyrimidin-2-yl)amino]adamantan-1-ol ClC1=NC(=NC(=C1)NC=1N=CN(C1)C)NC1C2CC3(CC(CC1C3)C2)O